N-methoxy-2-(4-(trifluoromethyl)phenyl)ethaneAmide CONC(CC1=CC=C(C=C1)C(F)(F)F)=O